methyl 6-(3-amino-2,6-difluorophenyl)imidazo[1,5-a]pyrazine-1-carboxylate NC=1C(=C(C(=CC1)F)C=1N=CC=2N(C1)C=NC2C(=O)OC)F